5,5-difluoro-1-(furan-2-yl)-3-(trifluoromethyl)-4,5,6,7-tetrahydro-1H-indol-4-ol FC1(C(C=2C(=CN(C2CC1)C=1OC=CC1)C(F)(F)F)O)F